cyclopropyl-(4-(2-methyl-4-nitrophenoxy)piperidin-1-yl)methanone C1(CC1)C(=O)N1CCC(CC1)OC1=C(C=C(C=C1)[N+](=O)[O-])C